C1(=CC=C(C=C1)N(C1=C(C=CC=C1)B(O)O)C1=CC=2C(C3=CC=CC=C3C2C=C1)(C)C)C1=CC=CC=C1 (2-([1,1'-biphenyl]-4-yl-(9,9-dimethyl-9H-fluoren-2-yl)-amino)phenyl)boronic acid